CC1=C(C=C(C=C1)NC(C1=CC(=CC=C1)C(F)(F)F)=O)C1=CC2=C(N=C(N=C2)S(=O)(=O)C)C(N1C)=O N-(4-methyl-3-(7-methyl-2-(methylsulfonyl)-8-oxo-7,8-dihydropyrido[3,4-d]pyrimidin-6-yl)phenyl)-3-(trifluoromethyl)benzamide